N-(7-chloro-1H-pyrrolo-[2,3-c]pyridin-4-yl)-7-(difluoro-methyl)quinolin-4-amine ClC=1N=CC(=C2C1NC=C2)NC2=CC=NC1=CC(=CC=C21)C(F)F